(E)-1-(2-Hydroxy-6-methoxy-4-propan-2-yloxyphenyl)-3-(4-methoxyphenyl)prop-2-en-1-one OC1=C(C(=CC(=C1)OC(C)C)OC)C(\C=C\C1=CC=C(C=C1)OC)=O